CC1=CC=C(C=C1)C=1C=2C=CC=NC2C(N2C1C(NC=CC=C2)=O)=O 5-(4-methylphenyl)-7H-[1,4]diazocino[2,1-g][1,7]naphthyridine-6,13-dione